1,1-dioxane O1CCCCC1